5-(3-Azetidinyl)-2H-tetrazole hydrochloride Cl.N1CC(C1)C=1N=NNN1